methyl (E)-1-(2-(4,4-dimethylpent-1-en-1-yl)-5-methoxyphenyl)piperidine-4-carboxylate CC(C/C=C/C1=C(C=C(C=C1)OC)N1CCC(CC1)C(=O)OC)(C)C